COC1=C(C(=CC=C1)OC)N1C(=NC=2C1=NC(=CN2)NS(=O)(=O)CC2=NC=CC=N2)C2=NC(=CC=C2)OCC N-(1-(2,6-dimethoxyphenyl)-2-(6-ethoxypyridin-2-yl)-1H-imidazo[4,5-b]pyrazin-6-yl)-1-(pyrimidin-2-yl)methanesulfonamide